4-chloro-7-(2-(4-methylpiperazin-1-yl)ethoxy)-5-((tetrahydro-2H-pyran-4-yl)oxy)quinazoline ClC1=NC=NC2=CC(=CC(=C12)OC1CCOCC1)OCCN1CCN(CC1)C